5-trifluoromethylpyrrole-3-carbonitrile FC(C1=CC(=CN1)C#N)(F)F